C(#N)C=1C=C(C=CC1)C1=NN2C(N=C(C=C2)C(=O)N[C@@H]2CN(C[C@H]2O)C)=C1C1=CC(=NC(=C1)C)C 2-(3-cyanophenyl)-3-(2,6-dimethyl-4-pyridyl)-N-[(3R,4R)-4-hydroxy-1-methyl-pyrrolidin-3-yl]pyrazolo[1,5-a]pyrimidine-5-carboxamide